N-(6-cyano-4,7-difluoro-1-(1-methylcyclobutyl)-1H-benzo[d]imidazol-2-yl)-3,3-dimethylbutanamide C(#N)C=1C=C(C2=C(N(C(=N2)NC(CC(C)(C)C)=O)C2(CCC2)C)C1F)F